NCC1(CN(CC1)C=1NC(C2=C(N1)NN=C2NC2=C(C(=CC=C2)Cl)Cl)=O)C 6-(3-(aminomethyl)-3-methylpyrrolidin-1-yl)-3-((2,3-dichlorophenyl)amino)-1,5-dihydro-4H-pyrazolo[3,4-d]pyrimidin-4-one